O[C@@H]1[C@@H](N(C1)C(=O)C=1N=C(OC1)CC1=NC=C(C=C1)C1=C(C=CC=C1)C)C ((2S,3S)-3-hydroxy-2-methylazetidin-1-yl)(2-((5-(o-tolyl)pyridin-2-yl)methyl)oxazol-4-yl)methanone